NC=1C(=C(C=C2C=C(N=CC12)NC(OC1CCOCC1)=O)C1=CN=C2C3C(CNC2=C1C)C3)F Tetrahydro-2H-pyran-4-yl (8-amino-7-fluoro-6-(4-methyl-6,6a,7,7a-tetrahydro-5H-cyclopropa[c][1,5]naphthyridin-3-yl)isoquinolin-3-yl)carbamate